[C@H]12[C@@H](C[C@H](CC1)C2)NC(CN2C(C(=CC=C2)NC([C@H](CCC(C(=O)NC)=O)NC(=O)C2=C(N=NS2)C)=O)=O)=O (S)-N1-(1-(2-((1S,2R,4R)-bicyclo[2.2.1]heptan-2-ylamino)-2-oxoethyl)-2-oxo-1,2-dihydropyridin-3-yl)-N6-methyl-2-(4-methyl-1,2,3-thiadiazole-5-carboxamido)-5-oxohexanediamide